N1([C@H](CCCCC1)C(=O)OC(C)(C)C)C(=O)OCC1=CC=CC=C1 1-Benzyl 2-tert-butyl (2R)-azepan-1,2-dicarboxylate